CC1=CC=C(C=C1)C(CC)C1=C(C=C(C=C1)O)O 4-[1-(4-Methylphenyl)propyl]benzene-1,3-diol